(3S)-3-{[5-(2,6-dimethoxyphenyl)-1-(2-methylpropyl)-1H-pyrazol-3-yl]formamido}-N-(2-hydroxyethyl)-5-methylhexanamide COC1=C(C(=CC=C1)OC)C1=CC(=NN1CC(C)C)C(=O)N[C@H](CC(=O)NCCO)CC(C)C